[(1R)-2,2,2-trifluoro-1-methyl-ethyl]2-amino-4-methyl-thiazole-5-carboxylate FC([C@@H](C)OC(=O)C1=C(N=C(S1)N)C)(F)F